ClC=1C(=C2C(=NC1C)CN(C2)C(=O)[C@H]2CN(CC2)C=2C=NC=C(C2)OC(F)F)C (3-chloro-2,4-dimethyl-5,7-dihydropyrrolo[3,4-b]pyridin-6-yl)-[(3R)-[5-(difluoromethoxy)-3-pyridyl]pyrrolidin-3-yl]methanone